C(C1=CC=CC=C1)OC1=CC2=C(C(=N1)NCC1=NC=CC=C1F)N=C(O2)CCNC(OCC2=CC=CC=C2)=O benzyl (2-(6-(benzyloxy)-4-(((3-fluoropyridin-2-yl)methyl)amino)oxazolo[4,5-c]pyridin-2-yl)ethyl)carbamate